tert-butyl 3-(4-formylpyrazol-1-yl)propanoate C(=O)C=1C=NN(C1)CCC(=O)OC(C)(C)C